C(C)CON1CC(CC1)C 1-ethylmethoxy-3-methylpyrrolidine